BrC=1C=CC(=NC1)[C@@H](CN[C@@H]([C@H]1CNC2=C(N1)N=CC=C2)C2=CC=CC=C2)C (2R)-2-(5-bromo-2-pyridyl)-N-[(R)-phenyl-[(3R)-1,2,3,4-tetrahydropyrido[2,3-b]pyrazin-3-yl]methyl]propan-1-amine